[1,5]oxazin O1CC=CN=C1